3-(6-methoxy-5-(methylsulfonamido)pyrazin-2-yl)-N-(4-phenethoxyphenyl)benzamide COC1=C(N=CC(=N1)C=1C=C(C(=O)NC2=CC=C(C=C2)OCCC2=CC=CC=C2)C=CC1)NS(=O)(=O)C